(2-dodecen-1-yl)succinic anhydride C(C=CCCCCCCCCC)C1C(=O)OC(C1)=O